FC=1C=C(C=CC1OC)[C@H](CC(=O)OCC)NC(C(CCCC=C)CO)=O Ethyl (3S)-3-(3-fluoro-4-methoxyphenyl)-3-(2-(hydroxymethyl)hept-6-enamido)-propanoate